1,4-dioxapyrazine O1C=COC=C1